(ethyl-(tetrahydro-2H-pyran-4-yl)amino)-5-(isoindolin-2-yl)-2-methylbenzoic acid C(C)N(C1CCOCC1)C=1C(=C(C(=O)O)C=C(C1)N1CC2=CC=CC=C2C1)C